methyl 7-amino-2-(3-bromo-phenyl)-2,6,6-trimethyl-heptanoate NCC(CCCC(C(=O)OC)(C)C1=CC(=CC=C1)Br)(C)C